6-(3-chloropyridin-4-yl)-2-methanesulfonyl-8-methyl-5-[2-(triisopropylsilyl)ethynyl]pyrido[2,3-d]pyrimidin-7-one ClC=1C=NC=CC1C1=C(C2=C(N=C(N=C2)S(=O)(=O)C)N(C1=O)C)C#C[Si](C(C)C)(C(C)C)C(C)C